Indolizidinone C1CCN2CCC(=O)C2C1